4,4,6-trifluorotetralin-1-amine FC1(CCC(C2=CC=C(C=C12)F)N)F